FC(C=1C(=C(C=CC1)C(C)NC1=NC=2N(C3=CC=C(C=C13)N1CCOCC1)C=CN2)F)F [1-(3-difluoromethyl-2-fluoro-phenyl)-ethyl]-(7-morpholin-4-yl-imidazo[1,2-a]quinazolin-5-yl)-amine